F[C@@H]1CN(CC[C@@H]1NC1=NN2C(C(=N1)OC)=C(C=C2)C=2C=CC1=C(N(N=N1)CCF)C2)C(CO)=O 1-((3R,4S)-3-fluoro-4-((5-(1-(2-fluoroethyl)-1H-benzo[d][1,2,3]triazol-6-yl)-4-methoxypyrrolo[2,1-f][1,2,4]triazin-2-yl)amino)piperidin-1-yl)-2-hydroxyethan-1-one